N1=C(C=CC=C1)NC(=S)N (2-pyridyl)thiourea